5-(1-aminoisoquinolin-5-yl)-1'-propyl-2,3-dihydrospiro[indene-1,4'-piperidine] NC1=NC=CC2=C(C=CC=C12)C=1C=C2CCC3(CCN(CC3)CCC)C2=CC1